CC1(N=C(OC1)C=1C=C(C(=O)NC=2C=NC(=C(C2)NCC=2C(=NC(=NC2)SC)NC)OC)C=CC1)C 3-(4,4-dimethyl-4,5-dihydrooxazol-2-yl)-N-(6-methoxy-5-(((4-(methylamino)-2-(methylthio)pyrimidin-5-yl)methyl)amino)pyridin-3-yl)benzamide